[Si](OC(=O)O)([O-])([O-])[O-] carboxyl silicate